8-Isopropoxy-N-((3R,4S)-3-methyl-1-((3-(4-methylpiperazin-1-yl)propyl)sulfonyl)piperidin-4-yl)-7-(1H-pyrazol-4-yl)-[1,2,4]triazolo[1,5-c]pyrimidin-2-amine C(C)(C)OC=1C=2N(C=NC1C=1C=NNC1)N=C(N2)N[C@@H]2[C@@H](CN(CC2)S(=O)(=O)CCCN2CCN(CC2)C)C